ClC=1C=C(C=CC1Cl)NC(=O)[C@@H]1[C@H]2C[C@@H]([C@@H]([C@@H]1C1=NC(=CC=C1)C(F)(F)F)O2)O (1R,2S,3S,4R,5S)-N-(3,4-dichlorophenyl)-5-hydroxy-3-(6-(trifluoromethyl)pyridine-2-yl)-7-oxabicyclo[2.2.1]Heptane-2-carboxamide